C(C(C)C)C1=CC=C(CCC=O)C=C1 p-isobutyldihydrocinnamaldehyde